NC1=C(C=CC=C1C1=CC=CC=C1)S ortho-aminophenylthiophenol